COC1=CC=C(C=C1)C1(CCCC1)C(=O)N1CSC[C@@H]1C(=O)OC Methyl (4S)-3-{[1-(4-methoxyphenyl)cyclopentyl]carbonyl}-1,3-thiazolidine-4-carboxylate